1-(bromomethyl)-4-(propan-2-yloxy)benzene BrCC1=CC=C(C=C1)OC(C)C